C(C1=CC=CC=C1)(=O)OCCN(C)C1=C(C=C(C(=C1)OC)NC1=NC=CC(=N1)C1=CN(C2=NC=CC=C21)C)N 2-((2-amino-5-methoxy-4-((4-(1-methyl-1H-pyrrolo[2,3-b]pyridin-3-yl)pyrimidin-2-yl)amino)phenyl)(methyl)amino)ethyl benzoate